(R)-2-amino-6-(4-(((2-hydroxyethyl)(methyl)amino)methyl)benzyl)-4-(pentan-2-ylamino)pyrido[4,3-d]pyrimidin-5(6H)-one NC=1N=C(C2=C(N1)C=CN(C2=O)CC2=CC=C(C=C2)CN(C)CCO)N[C@H](C)CCC